tert-butyl 3-[7-(7,8-difluoro-1-naphthyl)-8-fluoro-2-methylsulfanyl-pyrido[4,3-d]pyrimidin-4-yl]-3,8-diazabicyclo[3.2.1]octane-8-carboxylate FC1=CC=C2C=CC=C(C2=C1F)C1=C(C=2N=C(N=C(C2C=N1)N1CC2CCC(C1)N2C(=O)OC(C)(C)C)SC)F